C1(CC1)N1C=C2C(NN(C(C2=C(C1=O)OCC)=O)C)=O 6-cyclopropyl-8-ethoxy-2-methyl-2,3-dihydropyrido[3,4-d]Pyridazin-1,4,7(6H)-trione